N-(3-(5-chloro-1H-indol-3-yl)propyl)-4-((6-(piperazin-1-yl)pyridin-2-yl)amino)benzenesulfonamide ClC=1C=C2C(=CNC2=CC1)CCCNS(=O)(=O)C1=CC=C(C=C1)NC1=NC(=CC=C1)N1CCNCC1